NC1=NC2=CC(=C(C(=C2C=N1)N(CC1=CC=C(C=C1)OC)CC1=CC=C(C=C1)OC)F)C1=C(C2=C(OCCN2C(=O)OC(C)(C)C)N=C1)C tert-butyl 7-(2-Amino-5-(bis(4-methoxybenzyl)amino)-6-fluoroquinazolin-7-yl)-8-methyl-2,3-dihydro-1H-pyrido[2,3-b][1,4]oxazine-1-carboxylate